1,20-bis(9-acridinyl)eicosane C1=CC=CC2=NC3=CC=CC=C3C(=C12)CCCCCCCCCCCCCCCCCCCCC=1C2=CC=CC=C2N=C2C=CC=CC12